ClC=1C=CC(=C(C1)C1(NC(C=2C1=C(C1=C(N(N=C1C2)C)C#N)NC(C2=CC(=CC(=C2)F)C(F)(F)F)=O)=O)O)F N-[5-(5-chloro-2-fluorophenyl)-3-cyano-5-hydroxy-2-methyl-7-oxo-6,7-dihydro-5H-pyrrolo[4,3-f]indazol-4-yl]-5-fluoro-3-(trifluoromethyl)benzamide